ClC1=C(C(=O)NC=2C(=NNC2)C(=O)NC2CCN(CC2)CC2=CC(=CC=C2)N2C(NC(CC2)=O)=O)C(=CC=C1)Cl 4-(2,6-dichlorobenzamido)-N-(1-(3-(2,4-dioxotetrahydropyrimidin-1(2H)-yl)benzyl)piperidin-4-yl)-1H-pyrazole-3-carboxamide